[Mg].C(C)(=O)ON(CCN(OC(C)=O)OC(C)=O)OC(C)=O.[Mg] magnesium ethylenediamine tetraacetate magnesium salt